[OH-].[Al+3].O.[OH-].[OH-] water aluminum hydroxide